S1N=CC=C1C=1C=CC2=C(N=C(O2)C2=CC(=NC=C2)C=O)C1 (4-(5-(isothiazol-5-yl)benzo[d]oxazol-2-yl)pyridin-2-yl)methanone